N1C[C@H](CCC1)NC1=NC=C(C(=N1)NC1=C(C=CC=C1)NC(C)=O)C(F)(F)F N-{2-[(2-{[(3S)-piperidin-3-yl]amino}-5-(trifluoromethyl)pyrimidin-4-yl)amino]phenyl}acetamide